C[Si](CCOCN1C(=NN=C1)N)(C)C 4-(2-trimethylsilylethoxy-methyl)-1,2,4-triazol-3-amine